(R)-N-(5-(5-chlorothiophen-2-yl)-4-cyclobutyl-1-methyl-1H-pyrazol-3-yl)-2-(2,2,3,3-tetrafluorocyclobutyl)acetamide ClC1=CC=C(S1)C1=C(C(=NN1C)NC(C[C@H]1C(C(C1)(F)F)(F)F)=O)C1CCC1